3-(2-methylamino-4-di-n-propylaminophenyl)-3-(1-ethyl-2-methylindol-3-yl)-4-azaphthalide CNC1=C(C=CC(=C1)N(CCC)CCC)C1(OC(=O)C2=CC=CN=C12)C1=C(N(C2=CC=CC=C12)CC)C